C(CCCCCCC)C(CO)CCCCCC 2-octyl-1-octanol